(4-(1-((3-fluoroimidazo[1,2-a]pyridin-6-yl)methyl)-1H-[1,2,3]triazolo[4,5-b]pyrazin-6-yl)phenyl)dimethylphosphine oxide FC1=CN=C2N1C=C(C=C2)CN2N=NC=1C2=NC(=CN1)C1=CC=C(C=C1)P(C)(C)=O